O1CCN(CC1)C1=C(C=NC2=C(C=CC=C12)C1=C(C(=CC(=C1)F)F)F)NC(=O)C1CCOC2=CC=CC=C12 N-(4-Morpholino-8-(2,3,5-trifluorophenyl)quinolin-3-yl)chroman-4-carboxamide